BrC[C@@H]1N(C[C@@H](C1)C1=CC=CC=C1)S(=O)(=O)C cis-2-(bromomethyl)-1-(methylsulfonyl)-4-phenylpyrrolidine